N1CC2C=3C(=CC=CC13)C=CC2 tetrahydrobenzo[cd]indol